1,2,3,4-tetrahydroNaphthalene C1CCCC2=CC=CC=C12